C(CCCCCCC)P(C1=CC=CC=C1)CCCCCCCC di-(1-octyl)phenylphosphine